stearylpropylene glycol phosphate P(=O)(O)(O)O.C(CCCCCCCCCCCCCCCCC)C(C(C)O)O